(cyclohex-1-en-1-yl)-N-methyl-N-phenyl-[1,2,4]triazolo[4,3-a]quinazolin-5-amine C1(=CCCCC1)C1=NN=C2N1C1=CC=CC=C1C(=N2)N(C2=CC=CC=C2)C